BrC=1C=C(C=CC1)[C@@H](C)NC1=NC(=NC2=CC(=C(C=C12)OC)OCCCCCCCCCN1CCN(CC1)C(COC=1C=C(C=CC1)C1C(NC(CC1)=O)=O)=O)C 3-(3-(2-(4-(9-((4-(((R)-1-(3-bromophenyl)ethyl)amino)-6-methoxy-2-methyl-quinazolin-7-yl)oxy)nonyl)piperazin-1-yl)-2-oxoethoxy)phenyl)piperidine-2,6-dione